1,1'-[oxybis(methylenesulfonyl)]bis-ethene O(CS(=O)(=O)C=C)CS(=O)(=O)C=C